3-((5-(4-methoxyquinazolin-6-yl)pyrrolo[2,1-f][1,2,4]triazin-2-yl)amino)cyclobutan-1-ol COC1=NC=NC2=CC=C(C=C12)C=1C=CN2N=C(N=CC21)NC2CC(C2)O